Manganese calcium hydrate O.[Ca].[Mn]